bis(2,6-di-t-butylphenyl)pentaerythritol bisphosphite P(O)(O)O.P(O)(O)O.C(C)(C)(C)C1=C(C(=CC=C1)C(C)(C)C)C(O)(C(CO)(CO)CO)C1=C(C=CC=C1C(C)(C)C)C(C)(C)C